C(=O)(O)CCN1C(=O)N(C(=O)N(C1=O)CC)CCC(=O)O 1,3-bis(carboxyethyl)-5-ethyl-isocyanuric acid